(S)-(1-oxo-1-((4-((4-(trifluoromethyl) benzyl) oxy) benzyl) amino) pent-2-yl) carbamate C(N)(O[C@H](C(NCC1=CC=C(C=C1)OCC1=CC=C(C=C1)C(F)(F)F)=O)CCC)=O